BrC1=CC(=C(C=C1)CNC=1OC(=NN1)C1=CC(=CC=C1)Cl)F 1-(4-bromo-2-fluorophenyl)-N-(5-(3-chlorophenyl)-1,3,4-oxadiazol-2-yl)-methanamine